F[C@H]1CN(CC[C@H]1NC1=CC=CC2=C1SC(=C2C=2N=CSC2)C#CC)C 3-(7-(((3S,4R)-3-fluoro-1-methylpiperidin-4-yl)amino)-3-(thiazol-4-yl)benzo[b]thiophen-2-yl)prop-2-yn